OC=1C=NC(=NC1)C=1C=NN(C1NC(O[C@H](C)C=1C(=NC=C(C1)F)F)=O)C (R)-1-(2,5-difluoropyridin-3-yl)ethyl (4-(5-hydroxypyrimidin-2-yl)-1-methyl-1H-pyrazol-5-yl)carbamate